(R)-2-amino-3-(6,7-dimethylthieno[3,2-b]pyridine-2-carboxamido)propionic acid HBr salt Br.N[C@@H](C(=O)O)CNC(=O)C1=CC2=NC=C(C(=C2S1)C)C